cis-4-[(3,5-dichloro-2-pyridyl)oxy]-N-methoxy-N-methyl-2'-oxo-spiro[cyclohexane-1,3'-indoline]-5'-carboxamide ClC=1C(=NC=C(C1)Cl)OC1CCC2(C(NC3=CC=C(C=C23)C(=O)N(C)OC)=O)CC1